C(C)S[C@H]1C[C@H](C1)NC(OC(C)(C)C)=O tert-Butyl (cis-3-(ethylthio)cyclobutyl)carbamate